1-(2-((3-(trifluoromethyl)-[1,1'-biphenyl]-4-yl)methyl)-2,8-diazaspiro[4.5]decane-8-carbonyl)-1H-pyrazole-3-carboxylic acid FC(C=1C=C(C=CC1CN1CC2(CC1)CCN(CC2)C(=O)N2N=C(C=C2)C(=O)O)C2=CC=CC=C2)(F)F